C(C(C)C)N1N=C(C2=CC=C(C=C12)C=1C=NN(C1)C)C(=O)OC methyl 1-isobutyl-6-(1-methyl-1H-pyrazol-4-yl)-1H-indazole-3-carboxylate